C(C)(=O)CC(C(=O)O)(N)N acetyl-diaminopropionic acid